N-((6-((3R,5S)-3,5-dimethylpiperazin-1-yl)pyridin-2-yl)methyl)-3-(5-methylpyridin-3-yl)-1H-pyrrolo[2,3-b]pyridin-4-amine C[C@@H]1CN(C[C@@H](N1)C)C1=CC=CC(=N1)CNC=1C2=C(N=CC1)NC=C2C=2C=NC=C(C2)C